O=C1NC(CCC1N1C(C2=CC=CC(=C2C1=O)NCCN1CCN(CC1)CCCOC=1C(=NN(C1)C)C(=O)N)=O)=O {3-[4-(2-{[2-(2,6-dioxopiperidin-3-yl)-1,3-dioxo-2,3-dihydro-1H-isoindol-4-yl]amino}ethyl)piperazin-1-yl]propoxy}(methyl)-1H-pyrazole-3-carboxamide